[Ru+3].C(C)(=O)[O-].P.P.C(C)(=O)[O-].C(C)(=O)[O-] bisphosphine acetate ruthenium